C(CCCC)C1=CC=C(N)C=C1 4-n-pentyl-aniline